Cl[Si](N([Si](C)(Cl)Cl)C)(C)Cl 1,1,3,3-tetrachloro-1,3-dimethyl-2-methyldisilazane